ClC1=CC=C(C=C1)C1=CC(=NC(=N1)C=1C=NC=CC1)N1C(CCCC1)C(C)O (1-(6-(4-chlorophenyl)-2-(pyridin-3-yl)pyrimidin-4-yl)piperidin-2-yl)ethan-1-ol